N-[3-(6-butanoyl-4-methylpyridin-3-yl)-1-methyl-2-oxo-1,6-naphthyridin-7-yl]cyclopropanecarboxamide C(CCC)(=O)C1=CC(=C(C=N1)C=1C(N(C2=CC(=NC=C2C1)NC(=O)C1CC1)C)=O)C